3-(3,3,3-trifluoropropyl)urea FC(CCNC(N)=O)(F)F